C1(CC1)C=1N=NN(C1)[C@H](C(=O)N1[C@@H](C[C@H](C1)O)C(=O)NCC(C(=O)N1CCOCC1)CC1=CC(=CC=C1)F)C(C)(C)C (2S,4r)-1-[(2S)-2-(4-cyclopropyl-triazol-1-yl)-3,3-dimethyl-butyryl]-N-[2-[(3-fluorophenyl)methyl]-3-morpholino-3-oxo-propyl]-4-hydroxy-pyrrolidine-2-carboxamide